O1C=NC=C1C1=CC=C(C=N1)C[C@H]1NC[C@@H]([C@H]1O)O (2R,3S,4S)-2-{[6-(1,3-oxazol-5-yl)pyridin-3-yl]methyl}pyrrolidine-3,4-diol